FC1(CCN(CC1)C(=O)C=1C=C2C(=NC1)N(C(=N2)C)C2=CC=C(C(=O)O)C=C2)F 4-(6-(4,4-difluoropiperidine-1-carbonyl)-2-methyl-3H-imidazo[4,5-b]pyridin-3-yl)benzoic acid